O1C(=CC=2C1=CN=CC2)C(=O)NCC2CC21CCN(CC1)C(=O)OC1(COC1)C (3-methyloxetan-3-yl) 2-[(furo[2,3-c]pyridine-2-carbonylamino)methyl]-6-azaspiro[2.5]octane-6-carboxylate